CC1=CC=2C(=C[Se]C2)C=C1 5-methyl-benzo[c]selenophen